methyl 5-bromo-2-oxoindoline-7-carboxylate BrC=1C=C2CC(NC2=C(C1)C(=O)OC)=O